BrC1=C(N(N=C1)C)C1=CSC=2N1C(C=CC2)=O 3-(4-bromo-2-methyl-pyrazol-3-yl)thiazolo[3,2-a]pyridin-5-one